COC=1C=CC=C2C=CC(=CC12)O 8-methoxynaphthalene-2-ol